FC1([C@@H](C1)CN1N=CC=2C1=NC(=CC2)NC(C2=C(C=C(C=C2)I)N2CCC1(CC1)CC2)=O)F (S)-N-(1-((2,2-difluorocyclopropyl)methyl)-1H-pyrazolo[3,4-b]pyridin-6-yl)-4-iodo-2-(6-azaspiro[2.5]octan-6-yl)benzamide